OC=1C(OC(C1C)CC(C)C)=O 3-hydroxy-4-methyl-5-iso-butyl-2(5H)-furanone